OC1(CC2=C1C=CC=C2)CC(=O)C2=C(C(=O)O)C=CC(=C2)N 1-hydroxybenzocyclobuteneacetyl-p-aminobenzoic acid